CN1N=NN=C1\C(\C1=CC=CC=C1)=N/OCC1=CC=CC(=N1)NC(OCCC#C)=O but-3-yn-1-yl {6-[({[(Z)-(1-methyl-1H-tetrazol-5-yl)(phenyl)-methylene]amino}oxy)methyl]pyridin-2-yl}carbamate